C(#N)C=1C(NC(NC1)=O)=O 5-cyano-2,4-dioxo-3,4-dihydropyrimidin